(E)-5-(2-(4,4-difluorocyclohexyl)vinyl)-6-methoxynicotinic acid FC1(CCC(CC1)/C=C/C=1C(=NC=C(C(=O)O)C1)OC)F